C1(=CC=CC=C1)C=1C(=NC=CC1)C(CC)C1=NC=CC=C1C=1NC2=C(N1)C=CC=C2.[Pt+2] platinum (II) {(phenylpyridinyl)[(benzimidazolyl)pyridineyl]propane}